BrC1=C(C(=C2C(=NC(=NC2=C1F)SC)N1CC2CCC(C1)N2C(=O)OC(C)(C)C)F)C2=CC(=CC1=CC=CC(=C21)F)OCOC tert-butyl 3-(7-bromo-5,8-difluoro-6-(8-fluoro-3-(methoxymethoxy)naphthalen-1-yl)-2-(methylthio)quinazolin-4-yl)-3,8-diazabicyclo[3.2.1]octane-8-carboxylate